CC1=CC(=C(C=C1)[Ru-2](C1=C(C=C(C=C1)C)C(C)C)(Cl)Cl)C(C)C bis(4-methylisopropylphenyl)ruthenium (II) dichloride